4-(4-Cyclohexyl-phenyl)-thiazol-2-ylamine C1(CCCCC1)C1=CC=C(C=C1)C=1N=C(SC1)N